ClC=1C(=C(C(=CC1)N1N=NC=C1)C1=NC=NC(=C1)OC)F 4-(3-chloro-2-fluoro-6-(1H-1,2,3-triazol-1-yl)phenyl)-6-methoxypyrimidine